6-(2-(dimethoxymethyl)-7-azaspiro[3.5]nonan-7-yl)phthalazin-1(2H)-one COC(C1CC2(C1)CCN(CC2)C=2C=C1C=NNC(C1=CC2)=O)OC